(3-(2-chloro-4-(trifluoromethyl)phenoxy)-2-nitrobenzoyl)-3-hydroxycyclohex-2-enone ClC1=C(OC=2C(=C(C(=O)C=3C(CCCC3O)=O)C=CC2)[N+](=O)[O-])C=CC(=C1)C(F)(F)F